C(C)(C)(C)C1CN(CC1)C(=O)NCC1=C(C=C(C=C1)C1=NC(=NC=C1)NC=1C=NN(C1)C)Cl 3-(tert-butyl)-N-(2-chloro-4-(2-((1-methyl-1H-pyrazol-4-yl)amino)pyrimidin-4-yl)benzyl)pyrrolidine-1-carboxamide